FC(C=1N=CC(=NC1)C(=O)NC12CC(C1)(C2)NC(COC2=CC(=C(C=C2)F)F)=O)F 5-(difluoromethyl)-N-{3-[2-(3,4-difluorophenoxy)acetamido]bicyclo[1.1.1]pent-1-yl}pyrazine-2-carboxamide